N-((1S,2R,3R,4R,5S)-1-(13-azido-2,5,8,11-tetraoxatridecyl)-2,3-dihydroxy-6,8-dioxabicyclo[3.2.1]Oct-4-yl)-2,2,2-trifluoroacetamide N(=[N+]=[N-])CCOCCOCCOCCOC[C@@]12[C@@H]([C@@H]([C@H]([C@@H](OC1)O2)NC(C(F)(F)F)=O)O)O